(7S)-9-(2,6-difluorophenyl)-4,7-dimethyl-16-thia-2,3,5,8-tetraazatetracyclo[8.6.0.02,6.011,15]Hexadeca-1(10),3,5,8,11(15)-pentaene-13-carbaldehyde FC1=C(C(=CC=C1)F)C1=N[C@H](C2=NC(=NN2C=2SC=3CC(CC3C12)C=O)C)C